(3-(aminomethyl)cyclohexyl)methylamine NCC1CC(CCC1)CN